tert-butyl 4-(2-(3,4-dimethoxyphenyl)-4-oxo-4H-pyrimido[1,2-b]pyridazin-7-yl)-5,6-dihydropyridin-1(2H)-carboxylate COC=1C=C(C=CC1OC)C=1N=C2N(N=C(C=C2)C2=CCN(CC2)C(=O)OC(C)(C)C)C(C1)=O